FC(C1=CC=C(C=C1)N[C@@H](CC(=O)O)CC)(F)F (R)-3-(4-trifluoromethyl-phenylamino)-pentanoic acid